3-undecyloxyethyleneoxide CCC(CCCCCCCC)OC1CO1